5-[(methylamino)methyl]-3-phenylisoxazole CNCC1=CC(=NO1)C1=CC=CC=C1